(3-((4-(4-chloro-7,7-dimethyl-5-oxo-5,7-dihydroindolo[1,2-a]quinazolin-9-yl)piperidin-1-yl)methyl)bicyclo[1.1.1]pentan-1-yl)methyl methanesulfonate CS(=O)(=O)OCC12CC(C1)(C2)CN2CCC(CC2)C=2C=C1C(C=3N(C=4C=CC=C(C4C(N3)=O)Cl)C1=CC2)(C)C